3-(4-bromophenyl)-1-isopropylpyrrolidine BrC1=CC=C(C=C1)C1CN(CC1)C(C)C